10-hydroxy-8-(1H-indol-1-yl)-2,2,4,4-tetraisopropyl-hexahydropyrano[3,2-f][1,3,5,2,4]trioxadisilocin-9-yl 1H-pyrrole-2-carboxylate N1C(=CC=C1)C(=O)OC1C(C2O[Si](O[Si](OCC2OC1N1C=CC2=CC=CC=C12)(C(C)C)C(C)C)(C(C)C)C(C)C)O